(2s,3r,4s)-3-amino-2-[(3-chloro-2-fluorophenyl)methyl]-4-fluoropyrrolidine-1-carboxylic acid benzyl ester C(C1=CC=CC=C1)OC(=O)N1[C@H]([C@H]([C@H](C1)F)N)CC1=C(C(=CC=C1)Cl)F